(6-amino-5-methylpyridin-3-yl)-2-(5-methyl-[2,4'-bipiperidin]-1-yl)-2-oxoacetamide NC1=C(C=C(C=N1)NC(C(=O)N1C(CCC(C1)C)C1CCNCC1)=O)C